4-(2,4-difluorophenoxy)piperidin-1-yl-2-fluorobenzonitrile FC1=C(OC2CCN(CC2)C=2C(=C(C#N)C=CC2)F)C=CC(=C1)F